CON(C(=O)C12CC(C1)(C2)C(F)(F)F)C N-methoxy-N-methyl-3-(trifluoromethyl)bicyclo[1.1.1]pentane-1-carboxamide